FC1=C(C(=O)N([C@H]2CNCCC2)C2=NC=CC3=C2C=C(S3)C3=CC(=CC=C3)C(NC3=CC=CC=C3)=O)C=CC(=C1)C=1N=NN(C1)C 2-fluoro-4-(1-methyltriazol-4-yl)-N-[2-[3-(phenylcarbamoyl)phenyl]thieno[3,2-c]pyridin-4-yl]-N-[(3R)-3-piperidyl]benzamide